(E)-3-chloro-β-nitrostyrene ClC=1C=C(/C=C/[N+](=O)[O-])C=CC1